1-bromo-3-((2-chloroethyl)sulfonyl)benzene BrC1=CC(=CC=C1)S(=O)(=O)CCCl